1-(1-(5-((5-Chloro-2,3-dihydro-1H-inden-2-yl)amino)pyridin-2-yl)-2,2,2-trifluoroethyl)-3-methylimidazolidin-2-one ClC=1C=C2CC(CC2=CC1)NC=1C=CC(=NC1)C(C(F)(F)F)N1C(N(CC1)C)=O